methyl (2S,4R)-4-((tert-butyldimethylsilyl)oxy)-1-methylpyrrolidine-2-carboxylate [Si](C)(C)(C(C)(C)C)O[C@@H]1C[C@H](N(C1)C)C(=O)OC